4-[4-(oxetan-3-yl)piperazine-1-yl]pentanenitrile O1CC(C1)N1CCN(CC1)C(CCC#N)C